C(C)C1=C(C(=CC=C1)C)I 1-ethyl-2-iodo-3-methylbenzene